O=S1(CCC=2N=C(N=CC21)N2C[C@H](N([C@H](C2)C)C(=O)Cl)C)=O (2R,6S)-4-{5,5-dioxo-6H,7H-5λ6-thieno[3,2-d]pyrimidin-2-yl}-2,6-dimethylpiperazine-1-carbonyl chloride